C1(CC1)N(C(OC(C)(C)C)=O)C1CCN(CC1)C1=C2C=NC(=NC2=C(C=C1)C(NC=1N=C2N(C=C(N=C2C)C)C1)=O)NS(=O)(=O)C tert-butyl N-cyclopropyl-N-[1-[8-[(6,8-dimethylimidazo[1,2-a]pyrazin-2-yl)carbamoyl]-2-(methanesulfonamido)quinazolin-5-yl]-4-piperidyl]carbamate